ClC=1C=C(C=C2C=C(N=NC12)NC(=O)[C@H]1[C@H](C1)F)C=1C=NC=CC1C#N (1S,2S)-N-[8-chloro-6-(4-cyano-3-pyridyl)cinnolin-3-yl]-2-fluoro-cyclopropanecarboxamide